inositol monophosphate [C@H]1([C@H](C([C@@H]([C@@H](C1O)O)O)OP(=O)(O)O)O)O